40-(tetracos-15-enoyloxy)-tetracontanoic acid C(CCCCCCCCCCCCCC=CCCCCCCCC)(=O)OCCCCCCCCCCCCCCCCCCCCCCCCCCCCCCCCCCCCCCCC(=O)O